ClC1=C(C(=CC=C1)O)C=1C(=CC2=C(N(C(N=C2N2[C@H](CN(CC2)C(C=C)=O)C)=O)C=2C(=NC=CC2C)C(C)C)N1)F 7-(2-chloro-6-hydroxyphenyl)-6-fluoro-1-(4-methyl-2-(2-propanyl)-3-pyridinyl)-4-((2S)-2-methyl-4-(2-propenoyl)-1-piperazinyl)pyrido[2,3-d]pyrimidin-2(1H)-one